5-(2-(2',4'-dimethyl-[1,1'-biphenyl]-4-yl)vinyl)-1H-1,2,3-triazole-4-carboxylic acid CC1=C(C=CC(=C1)C)C1=CC=C(C=C1)C=CC1=C(N=NN1)C(=O)O